1-[(12aR)-9-(2-Chloro-6-hydroxyphenyl)-8,10-difluoro-3,4,12,12a-tetrahydro-6H-pyrazino[2,1-c][1,4]benzoxazepin-2(1H)-yl]prop-2-en-1-one ClC1=C(C(=CC=C1)O)C1=C(C2=C(CN3[C@@H](CO2)CN(CC3)C(C=C)=O)C=C1F)F